C1=CC=CC2=NC3=CC=CC=C3C(=C12)NCCCCCCCCCNC=1C2=CC=CC=C2N=C2CCCCC12 N-Acridin-9-yl-N'-(1,2,3,4-tetrahydro-acridin-9-yl)-nonane-1,9-diamine